5-(Methylamino)-3-[(6-methyl-5,7-dihydropyrrolo[3,4-b]pyridin-3-yl)amino]-6-(3-methylimidazo[4,5-c]pyridin-7-yl)pyrazine-2-carboxamide formate salt C(=O)O.CNC=1N=C(C(=NC1C=1C2=C(C=NC1)N(C=N2)C)C(=O)N)NC=2C=C1C(=NC2)CN(C1)C